FC(=C(CC1=NSC(=N1)NC(=O)C1=COC(=C1)C1=CC(=CC=C1)OC(F)F)C)F N-(3-(3,3-difluoro-2-methylallyl)-1,2,4-thiadiazol-5-yl)-5-(3-(difluoromethoxy)phenyl)furan-3-carboxamide